The molecule is the pyranose form of D-galactose 6-phosphate. It has a role as a metabolite. It is a D-galactose 6-phosphate and a D-hexopyranose 6-phosphate. It is a conjugate acid of a D-galactopyranose 6-phosphate(2-). C([C@@H]1[C@@H]([C@@H]([C@H](C(O1)O)O)O)O)OP(=O)(O)O